3-((2S)-3-(8-(4'-(cyanomethyl)biphenyl-3-ylsulfonyl)-1-oxa-8-azaspiro[4.5]decan-3-ylamino)-2-hydroxypropoxy)-N,N-dimethylbenzenesulfonamide C(#N)CC1=CC=C(C=C1)C1=CC(=CC=C1)S(=O)(=O)N1CCC2(CC(CO2)NC[C@@H](COC=2C=C(C=CC2)S(=O)(=O)N(C)C)O)CC1